C(#N)C=1C=CC=2C3=C(NC2C1)C(=C(C=N3)C(=O)NC3CC(C3)C(C)(C)O)NC3CC3 7-cyano-4-(cyclopropylamino)-N-((1r,3r)-3-(2-hydroxypropan-2-yl)cyclobutyl)-5H-pyrido[3,2-b]indole-3-carboxamide